C(C)(C)(C)C1NC(CCC1)C(C)(C)C 2,6-di-t-butylpiperidine